CC(CCOC(C1=CC=CC=C1)=O)CCCC(=C)C 3,7-dimethyl-7-octenylbenzoate